NC1=CC=2C3=C(C(N(C2C=C1F)C1CC1)=O)OCC([C@@H](N3)C3CC3)(F)F (2S)-10-amino-2,7-dicyclopropyl-3,3,9-trifluoro-2,4-dihydro-1H-[1,4]oxazepino[2,3-c]quinolin-6-one